3-[methoxy(methyl)carbamoyl]-3-methyl-azetidine CON(C(=O)C1(CNC1)C)C